5,5-dimethyl-6H-thieno[3,2-h]quinazolin-4-amine CC1(C=2C(=NC=NC2C2=C(C1)C=CS2)N)C